FC(C=1C=C2C=C(C=NC2=CC1)B(O)O)(F)F [6-(trifluoromethyl)quinolin-3-yl]boronic acid